(R)-1-(8-((2-amino-1H-benzo[d]imidazol-6-yl)carbamoyl)-4H-thieno[3,4-c]chromen-7-yl)pyrrolidine-2-carboxylic acid NC1=NC2=C(N1)C=C(C=C2)NC(=O)C2=CC=1C=3C(COC1C=C2N2[C@H](CCC2)C(=O)O)=CSC3